[Mo].P monophosphine molybdenum